tert-butyl 4-(3-(3-(4-methoxybenzyl)-2,4-dioxotetrahydropyrimidin-1(2H)-yl)pyrazolo[1,5-a]pyridin-6-yl)piperidine-1-carboxylate COC1=CC=C(CN2C(N(CCC2=O)C=2C=NN3C2C=CC(=C3)C3CCN(CC3)C(=O)OC(C)(C)C)=O)C=C1